BrC=1C(=CC(=C(C=O)C1)C)F 5-bromo-4-fluoro-2-methyl-benzaldehyde